S1(OCC2=C1C=CC=C2)(=O)=O 3H-2,1-benzooxathiol-1,1-dioxide